(2R)-2-aminopentane-4-ynoic acid N[C@@H](C(=O)O)CC#C